(1R,9R)-6-(2-chloro-5-hydroxy-3-pyridinyl)-10,10-dimethyl-4-(2-(2-propenoyl)-2,6-diazaspiro[3.4]octan-6-yl)-3-azatricyclo[7.1.1.02,7]undeca-2,4,6-triene-5-carbonitrile ClC1=NC=C(C=C1C=1C(=C(N=C2[C@H]3C([C@@H](CC12)C3)(C)C)N3CC1(CN(C1)C(C=C)=O)CC3)C#N)O